CN1N=CC(=C1)C=1N=C(C=2N(C1)N=CC2)O[C@H]2C[C@H](CCC2)NC(C#CC)=O N-((1S,3R)-3-((6-(1-methyl-1H-pyrazol-4-yl)pyrazolo[1,5-a]pyrazin-4-yl)oxy)cyclohexyl)but-2-ynamide